C(CCCCCCC)C(CC(=O)OCCCCC(OC(NCCN(C(OC(C)(C)C)=O)CCN(C)C)=O)CCCCOC(CC(CCCCCCCC)CCCCCCCC)=O)CCCCCCCC 5-[2-(dimethylamino) ethyl]-2,2-dimethyl-11-{4-[(3-octyl-1-oxoundecyl) oxy] butyl}-4,9-dioxo-5,8-diaza-3,10-dioxapentadec-15-yl 3-octylundecanoate